(S)-N-(1-((4-(3,5-dimethylisoxazol-4-yl)-3-fluorophenyl)amino)-1-oxo-3,3-diphenylpropan-2-yl)-1-methyl-1H-pyrazole-5-carboxamide CC1=NOC(=C1C1=C(C=C(C=C1)NC([C@H](C(C1=CC=CC=C1)C1=CC=CC=C1)NC(=O)C1=CC=NN1C)=O)F)C